BrC1=C(\C=N\S(=O)C(C)(C)C)C=C(C=C1)C(F)(F)F (E)-N-(2-bromo-5-(trifluoromethyl)benzylidene)-2-methylpropane-2-sulfinamide